CN1NC(C(N=C1SCC1=C(N2C(CC2SC1)=O)C(=O)O)=O)=O 3-{[(2-methyl-5,6-dioxo-1,2,5,6-tetrahydro-1,2,4-triazin-3-yl)thio]methyl}-8-oxo-5-thia-1-azabicyclo[4.2.0]oct-2-ene-2-carboxylic acid